N1-(2-aminoethyl)-N2-tritylethane-1,2-diamine NCCNCCNC(C1=CC=CC=C1)(C1=CC=CC=C1)C1=CC=CC=C1